FC=1C=C(C=C2CCN3C(C12)CCC3)C(=O)OC methyl 10-fluoro-1,2,3,5,6,10b-hexahydropyrrolo[2,1-a]isoquinoline-8-carboxylate